ClC=1C=CC(=C(C1)C1=CC(N(C=C1OC)C(C(=O)NC1=CC(=C(C(=O)N)C=C1)F)CC)=O)N1N=NC(=C1)Cl 4-[(2-{4-[5-chloro-2-(4-chloro-1H-1,2,3-triazol-1-yl)phenyl]-5-methoxy-2-oxopyridin-1(2H)-yl}butyryl)amino]-2-fluorobenzamide